4-(3-((4-cyano-2-fluorobenzyl)oxy)-4-iodo-1H-pyrazol-1-yl)piperidine-1-carboxylic acid tert-butyl ester C(C)(C)(C)OC(=O)N1CCC(CC1)N1N=C(C(=C1)I)OCC1=C(C=C(C=C1)C#N)F